2-azaspiro[3.3]heptane-2-carboxylic acid 2-hydroxy-2-methylpropyl ester OC(COC(=O)N1CC2(C1)CCC2)(C)C